2-[3-(Azetidin-3-yl)azetidin-1-yl]-N-(5-cyclopropyl-1H-pyrazol-3-yl)pyrimidin-4-amine N1CC(C1)C1CN(C1)C1=NC=CC(=N1)NC1=NNC(=C1)C1CC1